[Br-].NC(C)C1=NC=CC=C1 1-aminoethyl-pyridine bromide salt